4-(((5-(((6-cyclopropylimidazo[1,2-a]pyridin-2-yl)methyl)amino)pyridazin-3-yl)amino)methyl)-3,5-dimethylbenzonitrile C1(CC1)C=1C=CC=2N(C1)C=C(N2)CNC=2C=C(N=NC2)NCC2=C(C=C(C#N)C=C2C)C